COC1C(CC(CC1)=O)=O 4-methoxy-1,3-cyclohexanedione